NCCC(=O)N1C[C@@]2(CC1)C(NC1=CC(=C(C=C12)Cl)Cl)=O (S)-1'-(3-aminopropanoyl)-5,6-dichlorospiro[indoline-3,3'-pyrrolidin]-2-one